N[N+]1=C(C(=CC=C1C#C[Si](C)(C)C)C)C#N 1-amino-3-methyl-6-(2-trimethylsilylethynyl)pyridin-1-ium-2-carbonitrile